COC=1C=C2CCN(CC2=CC1NC1=NC=C(C(=N1)NC1=C2CCNCC2=CC=C1)C(=O)N)C 2-((6-Methoxy-2-methyl-1,2,3,4-tetrahydroisoquinolin-7-yl)amino)-4-((1,2,3,4-tetrahydroisoquinolin-5-yl)amino)pyrimidine-5-carboxamide